4-(4-morpholinobutoxy)-9-(benzo[d][1,3]dioxol-5-yl)-6,7-dimethoxynaphtho[2,3-c]furan-1(3H)-one Hydrochloride Cl.O1CCN(CC1)CCCCOC1=C2C=C(C(=CC2=C(C=2C(OCC21)=O)C2=CC1=C(OCO1)C=C2)OC)OC